C(C)C1=C(OCOCC[Si](C)(C)C)C=CC(=C1)\C=C\C1=CC(=CC(=C1)OCC=C(C)C)OC (E)-(2-((2-ethyl-4-(3-methoxy-5-((3-methylbut-2-en-1-yl)oxy)styryl)phenoxy)methoxy)ethyl)trimethylsilane